7,3'-dihydroxy-8,4'-dimethoxy-isoflavone OC1=CC=C2C(C(=COC2=C1OC)C1=CC(=C(C=C1)OC)O)=O